rac-(R)-2-(1-(5-(2,6-dioxopiperidin-3-yl)pyridin-2-yl)piperidin-4-yl)acetic acid O=C1NC(CC[C@@H]1C=1C=CC(=NC1)N1CCC(CC1)CC(=O)O)=O |r|